(S)-4-(4-(1,4-diazepan-1-yl)-2-((1-methylpyrrolidin-2-yl)methoxy)-5,8-dihydro-pyrido[3,4-d]pyrimidin-7(6H)-yl)naphthalen-2-ol N1(CCNCCC1)C=1C2=C(N=C(N1)OC[C@H]1N(CCC1)C)CN(CC2)C2=CC(=CC1=CC=CC=C21)O